(S)-3-methyl-2-(2-(3-methyltetrahydrofuran-3-yl)-2H-pyrazolo[3,4-b]pyrazin-6-yl)-5-(trifluoromethyl)phenol CC=1C(=C(C=C(C1)C(F)(F)F)O)C=1C=NC=2C(N1)=NN(C2)[C@@]2(COCC2)C